(S)-5-methyl-6-(3-(2-phenylmorpholino)-7,8-dihydro-1,6-naphthyridin-6(5H)-yl)nicotinonitrile CC=1C(=NC=C(C#N)C1)N1CC=2C=C(C=NC2CC1)N1C[C@@H](OCC1)C1=CC=CC=C1